C(C1=CC=CC=C1)OC=1C(=C(C(=O)N(C)OC)C=C(C1)C(F)(F)F)I 3-(benzyloxy)-2-iodo-N-methoxy-N-methyl-5-(trifluoromethyl)benzamide